C(C)(C)(C)C1=C(C(C=O)=C(C=C1)C(C)(C)C)O 3,6-di-tertiary butyl-salicylaldehyde